C(C1=CC=CC=C1)N1CC(=C(C=C1)NS(=O)(=O)C)OC[C@@H]1CC[C@@H](CC1)C1=CC=CC=C1 N-[1-benzyl-3-[(cis-4-phenylcyclohexyl)methoxy]-2H-pyridin-4-yl]methanesulfonamide